O,N-dimethyl-hydroxylamine CONC